N-(4-(5-((4R)-4-(3-azabicyclo[3.2.1]octane-3-carbonyl)cyclohex-1-en-1-yl)-4-amino-7-methyl-7H-pyrrolo[2,3-d]pyrimidin-6-yl)phenyl)methacrylamide C12CN(CC(CC1)C2)C(=O)[C@H]2CC=C(CC2)C2=C(N(C=1N=CN=C(C12)N)C)C1=CC=C(C=C1)NC(C(=C)C)=O